NCC1=C(C=C(C=C1)C1=C2C(=NC=C1)SC(=C2)CCCCN2CCC(CC2)C2=CC=C(NC1C(NC(CC1)=O)=O)C=C2)C 3-[4-[1-[4-[4-[4-(aminomethyl)-3-methyl-phenyl]thieno[2,3-b]pyridin-2-yl]butyl]-4-piperidyl]anilino]piperidine-2,6-dione